FC1(CCC2=C1N=C(N=C2N2C[C@H]1C([C@@H](C2)C1)CC(=O)O)N1[C@H](CC1)C)F 2-((1R,5S,6S)-3-(7,7-difluoro-2-((S)-2-methylazetidin-1-yl)-6,7-dihydro-5H-cyclopenta[d]pyrimidin-4-yl)-3-azabicyclo[3.1.1]hept-6-yl)acetic acid